[O-]S(=O)(=O)C(F)(F)F.OC1=C(C=CC=C1)C(C1=CN(C2=CC=CC=C12)C)[P+](C1=CC=CC=C1)(C1=CC=CC=C1)C1=CC=CC=C1 ((2-hydroxyphenyl)(1-methyl-1H-indol-3-yl)methyl)triphenylphosphonium triflate